(S)-2-methyl-N-(6-(3-methylpiperazin-1-yl)pyridazin-3-yl)-7-((tetrahydro-2H-pyran-4-yl)oxy)imidazo[1,2-a]pyridine-6-carboxamide hydrochloride Cl.CC=1N=C2N(C=C(C(=C2)OC2CCOCC2)C(=O)NC=2N=NC(=CC2)N2C[C@@H](NCC2)C)C1